N-(3-((3-(4-phenoxyphenyl)pyridin-4-yl)oxy)phenyl)propionamide O(C1=CC=CC=C1)C1=CC=C(C=C1)C=1C=NC=CC1OC=1C=C(C=CC1)NC(CC)=O